C(CC)(=O)OC1CC(CCC1C(C)C)C menthyl propionate